ClC1=CC(=C(N)C=C1Cl)N1C=CC=C1 4,5-dichloro-2-(1H-pyrrol-1-yl)aniline